4-[5-(2-aminoethyl)pyridin-2-yl]-3-(2-methyl-6-morpholin-4-ylpyrimidin-4-yl)oxybenzonitrile NCCC=1C=CC(=NC1)C1=C(C=C(C#N)C=C1)OC1=NC(=NC(=C1)N1CCOCC1)C